4-(5-chloro-6-oxo-4-(((tetrahydro-2H-pyran-3-yl)methyl)amino)pyridazin-1(6H)-yl)-N-(4-cyanophenyl)piperidine ClC1=C(C=NN(C1=O)C1CCN(CC1)C1=CC=C(C=C1)C#N)NCC1COCCC1